BrC1=C(O[C@H](C(=O)O)C)C=CC(=C1)Cl (S)-2-(2-bromo-4-chlorophenoxy)propionic acid